1,1'-(3,5,3',5'-tetrachloro[1,1'-biphenyl]-4,4'-diyl)bis{4-hydroxy-3-[(E)-diazenyl]naphthalene-2-sulfonic acid} ClC=1C=C(C=C(C1C1=C(C(=C(C2=CC=CC=C12)O)\N=N\[H])S(=O)(=O)O)Cl)C1=CC(=C(C(=C1)Cl)C1=C(C(=C(C2=CC=CC=C12)O)\N=N\[H])S(=O)(=O)O)Cl